OC1=CC=CC(=N1)C=1C=C2CN(C(C2=CC1)=O)C1C(NC(CC1)=O)=O 3-(5-(6-hydroxypyridin-2-yl)-1-oxoisoindolin-2-yl)piperidine-2,6-dione